2-(2-((4-methoxybenzyl)thio)-4H-imidazo[4,5-b]pyridin-4-yl)-N-(o-tolyl)butanamide COC1=CC=C(CSC2=NC=3C(N(C=CC3)C(C(=O)NC3=C(C=CC=C3)C)CC)=N2)C=C1